[Si](C1=CC=CC=C1)(C1=CC=CC=C1)(C(C)(C)C)O[C@H](CC(C(=C)C)=O)CN(C)CCOC (R)-5-((tert-butyldiphenylsilyl)oxy)-6-((2-methoxyethyl)(methyl)amino)-2-methyl-hex-1-en-3-one